OCCCCCCNC(C(=C)C)=O N-(6-hydroxyhexyl)methacrylamide